FC1(CN(C[C@H]2[C@@H]1OCC(N2)=O)C(=O)N2CC(C2)C2=CC=C(C=C2)CC(F)(F)F)F |o1:5,6| rel-(4aS,8aS)-8,8-difluoro-6-[3-[4-(2,2,2-trifluoroethyl)phenyl]azetidine-1-carbonyl]-4a,5,7,8a-tetrahydro-4H-pyrido[4,3-b][1,4]oxazin-3-one